COCC=1C=CC(=C2C=CC=NC12)C1=NNC2=NC(=CN=C21)N2C[C@@H]1[C@]([C@@H]1CC2)(C2=NOC(=C2)C)CN ((1S,6R,7S)-3-(3-(8-(methoxymethyl)quinolin-5-yl)-1H-pyrazolo[3,4-b]pyrazin-6-yl)-7-(5-methylisoxazol-3-yl)-3-azabicyclo[4.1.0]heptan-7-yl)methanamine